N1CCN(CC1)S(=O)(=O)N 4-piperazinesulfonamide